6-(1-((5,7-dioxaspiro[2.5]oct-6-yl)methyl)-1H-1,2,3-triazol-4-yl)-5-cyclopropoxy-N-cyclopropyl-N-methylnicotinamide C1CC12COC(OC2)CN2N=NC(=C2)C2=NC=C(C(=O)N(C)C1CC1)C=C2OC2CC2